6-hydroxy-2-pyrenecarboxaldehyde OC1=C2C=CC3=CC(=CC4=CC=C(C=C1)C2=C43)C=O